(S)-3-amino-2,2-difluoro-N-(1-hydroxy-3-(1H-imidazol-4-yl)propan-2-yl)propanamide NCC(C(=O)N[C@H](CO)CC=1N=CNC1)(F)F